N-(2-methanoyloxyethyl)methacrylamide C(=O)OCCNC(C(=C)C)=O